4-(difluoromethyl)-N-(4-methoxybenzyl)-N-methylpyridin-2-amine FC(C1=CC(=NC=C1)N(C)CC1=CC=C(C=C1)OC)F